COC=1C=C(C=CC1)[C@H]1CN(CCC1)S(=O)(=O)N1C(=[N+](C=C1)C)C (S)-1-(3-(3-methoxyphenyl)piperidin-1-ylsulfonyl)-2,3-dimethyl-1H-imidazol-3-ium